S-(4-oxo-3-(2-oxo-2-(((S)-1-(4-(trifluoromethoxy)phenyl)ethyl)amino)ethyl)-3,4-dihydrobenzo[d][1,2,3]triazin-7-yl)cysteinylglycine O=C1C2=C(N=NN1CC(N[C@@H](C)C1=CC=C(C=C1)OC(F)(F)F)=O)C=C(C=C2)SC[C@H](N)C(=O)NCC(=O)O